C(C(=C)C)(=O)O.OC1=CC(=C(C(=O)C2=CC=C(C=C2)O)C=C1)OCC 4,4'-dihydroxyethoxybenzophenone methacrylate